FC1=CC=C(C=C1)CNC(=O)NC1=CC=C(C=C1)CC(=O)N1CC2(CN(C2)C)CC1 {[(4-fluorophenyl)methyl]amino}-N-{4-[2-(2-methyl-2,6-diazaspiro[3.4]oct-6-yl)-2-oxoethyl]phenyl}carboxamide